N-[3-bromo-1-[(3R)-3-(tert-butoxycarbonylamino)butyl]-7-iodo-pyrazolo[4,3-c]pyridin-4-yl]-N-tert-butoxycarbonyl-carbamic acid tert-butyl ester C(C)(C)(C)OC(N(C(=O)OC(C)(C)C)C1=NC=C(C2=C1C(=NN2CC[C@@H](C)NC(=O)OC(C)(C)C)Br)I)=O